CS(=O)(=O)OCC1CCN(CC1)C(=O)OCC1=CC=CC=C1 1-Benzyl 4-(methylsulfonyloxymethyl)piperidine-1-carboxylate